3-isopropyl-5-(1,4-dioxaspiro[4.5]dec-7-en-8-yl)-1H-indole C(C)(C)C1=CNC2=CC=C(C=C12)C1=CCC2(OCCO2)CC1